ethylene 3,5-di-tert-butyl-hydroxycinnamate C(C)(C)(C)C=1C=C(C=C(C(=O)O)O)C=C(C1)C(C)(C)C.C=C